(Z)-5-(bromomethylene)-3-(2-((tert-butyldimethylsilyl)oxy)propyl)-1-methylimidazolidine Br\C=C/1\CN(CN1C)CC(C)O[Si](C)(C)C(C)(C)C